6-bromo-N-(2-hexyldecyl)hexanamide BrCCCCCC(=O)NCC(CCCCCCCC)CCCCCC